[C@@H]1(OCCN2N=C3C=CC=CC3=C21)[C@H]2N(CCOC2)C(=O)OC(C)(C)C |&1:0| tert-butyl (+/-)-(3S)-3-(3,4-dihydro-1H-[1,4]oxazino[4,3-b]indazol-1-yl)morpholine-4-carboxylate